N1C=CC=2C1=NC=CC2OC2=CC=C(C=C2)CCN 2-(4-((1H-pyrrolo[2,3-b]pyridin-4-yl)oxy)phenyl)ethanamine